(E)-Ethyl 3-(2-methyl-2H-indazol-4-yl)acrylate CN1N=C2C=CC=C(C2=C1)/C=C/C(=O)OCC